FC1(C(OC(O1)(C(F)(F)F)C(F)(F)F)=C(F)F)F perfluoro-methylene-dimethyl-dioxolane